BrC1=C(C(=C(C(=N1)SC(C(=O)N)C1=CC=CC=C1)C#N)CC)C#N 2-[(6-bromo-3,5-dicyano-4-ethyl-2-pyridinyl)sulfanyl]-2-phenyl-acetamide